N-[2-(2-methyl-6,7-dihydro-8H-indeno[5,4-d][1,3]oxazol-8-ylidene)ethyl]propanamide CC=1OC2=C(N1)C=CC=1CCC(C12)=CCNC(CC)=O